FC=1C(=NC(=CC1)C1=NC2=CC(=NC=C2C=C1)CNC(C1=CC(=CC(=C1)S(=O)(=O)C)F)=O)N1CCN(C2(CC2)C1)C(=O)OC(C)(C)C tert-butyl 7-(3-fluoro-6-(7-((3-fluoro-5-(methylsulfonyl)benzamido)methyl)-1,6-naphthyridin-2-yl)pyridin-2-yl)-4,7-diazaspiro[2.5]octane-4-carboxylate